6-(4-((5-fluoro-2-methoxybenzoylamino)methyl)phenyl)-4-(3-methylpyridin-4-yl)-1H-pyrazolo[4,3-c]pyridine-7-carboxamide FC=1C=CC(=C(C(=O)NCC2=CC=C(C=C2)C2=C(C3=C(C(=N2)C2=C(C=NC=C2)C)C=NN3)C(=O)N)C1)OC